FC(C1=C(CO)C=C(C(=C1C(F)(F)F)C(F)(F)F)C(F)(F)F)(F)F 2,3,4,5-tetrakis(trifluoromethyl)benzyl alcohol